(5-chloro-1,3,4-thiadiazol-2-yl)-2-((4-oxo-1-(tetrahydro-2H-pyran-4-yl)-4,5-dihydro-1H-pyrazolo[3,4-d]pyrimidin-6-yl)thio)propanamide ClC1=NN=C(S1)C(C(=O)N)(C)SC=1NC(C2=C(N1)N(N=C2)C2CCOCC2)=O